C(C=C)C1(CCN(CC1)C1=C(C(=O)O)C=CC(=C1)Cl)C (4-allyl-4-methylpiperidin-1-yl)-4-chlorobenzoic acid